O(C1=CC=CC=C1)C1=C(NOC=C1)C1=C(C=CC=C1)C(CC(O)C1=C(C=CC=C1)C=1NOC=CC1OC1=CC=CC=C1)O.[Na] Sodium 1,3-bis(4-phenoxyoxazinylphenyl)-1,3-propanediol